CC1(CCC=2C(=NNC2C1)C=1NC2=CC(=CC=C2C1)C(=O)N1CC2(CN(C2)CC2CCN(CC2)C2=CC=C(C=N2)C2C(NC(CC2)=O)=O)C1)C 3-(6-(4-((6-(2-(6,6-dimethyl-4,5,6,7-tetrahydro-1H-indazol-3-yl)-1H-indole-6-carbonyl)-2,6-diazaspiro[3.3]heptan-2-yl)methyl)piperidin-1-yl)pyridin-3-yl)piperidine-2,6-dione